FC1(CCC(CC1)NCC[C@H]1[C@@H](CCCC1)OC1=C(C=CC(=C1)C)S(=O)(=O)N1[C@@H](CCC1)C(=O)OC(C)(C)C)F |o1:10,11| tert-Butyl ((2-(((1R*,2S*)-2-(2-((4,4-difluorocyclohexyl)amino)ethyl)cyclohexyl)oxy)-4-methylphenyl)sulfonyl)-L-prolinate